The molecule is an organophosphate oxoanion that is a trianion resulting from the removal of all three protons from the diphosphate group of 5beta,9alpha,10alpha-labda-8(20),13-dien-15-yl diphosphate. The major species at pH 7.3. It is a conjugate base of a 5beta,9alpha,10alpha-labda-8(20),13-dien-15-yl diphosphate. C/C(=C\\COP(=O)([O-])OP(=O)([O-])[O-])/CC[C@@H]1C(=C)CC[C@H]2[C@]1(CCCC2(C)C)C